ClC1=CC=C(OCC(=O)NNC(=O)C23CC(C2)(C3)NC(OC(C)(C)C)=O)C=C1 tert-butyl (3-(2-(2-(4-chlorophenoxy)acetyl)hydrazine-1-carbonyl)bicyclo[1.1.1]pentan-1-yl)carbamate